(2-((2-aminoethyl)(2-(bis(2-aminoethyl)amino)ethyl)amino)ethyl)glycine NCCN(CCNCC(=O)O)CCN(CCN)CCN